1-methyl-(2,6-dimethoxybenzoyl)phenyl-phosphine oxide CC1(CC=CC=C1)P(C(C1=C(C=CC=C1OC)OC)=O)=O